FC1=C(C(=CC(=C1)C1=NC(=CC=C1)OC(C)C)F)N1CCC(CC1)CC(=O)O 2-[1-[2,6-difluoro-4-(6-isopropoxy-2-pyridinyl)phenyl]-4-piperidinyl]acetic acid